P1=CC=CC=C1 Phosphainine